1-(4-(aminomethyl)-1-(5-(4-fluoro-2-methoxyphenyl)imidazo[2,1-b][1,3,4]thiadiazol-2-yl)piperidin-4-yl)-N,N-dimethylmethanesulfonamide NCC1(CCN(CC1)C1=NN2C(S1)=NC=C2C2=C(C=C(C=C2)F)OC)CS(=O)(=O)N(C)C